diallylfumarate C(C=C)\C(=C(/C(=O)[O-])\CC=C)\C(=O)[O-]